triazinyl-ferrocene N1=NN=C(C=C1)[C-]1C=CC=C1.[CH-]1C=CC=C1.[Fe+2]